N-(2-methylpyridin-4-yl)-2-(3-((2-methylpyridin-4-yl)amino)phenyl)benzo[d]oxazol-6-amine CC1=NC=CC(=C1)NC1=CC2=C(N=C(O2)C2=CC(=CC=C2)NC2=CC(=NC=C2)C)C=C1